N[C@H]1[C@@H]2N(C[C@H]1CC2)C(=O)C2=CC1=C(N(C(=N1)C1=CC3=C(N1CC1CC1)C(=CS3)C=3NC=CC3)C)C(=C2)OC ((1R,4R,7R)-7-amino-2-azabicyclo[2.2.1]heptan-2-yl)(2-(4-(cyclopropylmethyl)-3-(1H-pyrrol-2-yl)-4H-thieno[3,2-b]pyrrol-5-yl)-7-methoxy-1-methyl-1H-benzo[d]imidazol-5-yl)methanone